[Si](C)(C)(C(C)(C)C)N1C=CC2=CC(=CC=C12)S(=O)(=O)Cl 1-(tert-butyldimethylsilyl)-1H-indole-5-sulfonyl chloride